N[C@@H]1C2=CC=CC=C2CC12CCN(CC2)C=2NC(C1=C(N2)NN=C1C=1C=2C=CC(=NC2CCC1F)Cl)=O (S)-6-(1-amino-1,3-dihydrospiro[indene-2,4'-piperidin]-1'-yl)-3-(2-chloro-6-fluoro-7,8-dihydroquinolin-5-yl)-1,5-dihydro-4H-pyrazolo[3,4-d]pyrimidin-4-one